7-(hydroxymethyl)benzo[b]thiophene-4-carbonitrile OCC1=CC=C(C2=C1SC=C2)C#N